cis-N-(4-(5-fluoropyrimidin-2-yl)-5-methylpyridin-2-yl)-3-methyl-6-azabicyclo[3.1.1]heptane-6-carboxamide FC=1C=NC(=NC1)C1=CC(=NC=C1C)NC(=O)N1C2CC(CC1C2)C